O[C@@H]1[C@](COC1)(C)N1CCC(CC1)C=1C=C2C=C(N=CC2=CC1C)NC(=O)[C@@H]1CC12CC2 (1R)-N-(6-(1-((3R,4R)-4-hydroxy-3-methyltetrahydrofuran-3-yl)piperidin-4-yl)-7-methylisoquinolin-3-yl)spiro[2.2]pentane-1-carboxamide